C(=O)O.ClC=1C=C(C=CC1C(=O)N1CCN(CC1)C(C[C@H]1CNCC1)=O)NC(=O)C=1N(C(=CN1)C1=C(C(=C(C=C1)OC)F)C(F)F)C N-[3-chloro-4-[4-[2-[(3S)-pyrrolidin-3-yl]acetyl]piperazine-1-carbonyl]phenyl]-5-[2-(difluoromethyl)-3-fluoro-4-methoxy-phenyl]-1-methyl-imidazole-2-carboxamide formate